(E)-3-(4-(2-(2-(1H-indol-3-yl)ethyl)-14,14-dimethyl-12-oxo-5,8,13-trioxa-2,11-diazapentadecyl)phenyl)acrylic acid N1C=C(C2=CC=CC=C12)CCN(CC1=CC=C(C=C1)/C=C/C(=O)O)CCOCCOCCNC(OC(C)(C)C)=O